ClC1(CC=C(C=C1)Cl)N=C=S 1,4-dichlorophenyl isothiocyanate